5-ethyl-7-oxo-bicyclo[2.2.1]Hept-2-ene C(C)C1C2C=CC(C1)C2=O